4-isopropyl-6-(trifluoromethyl)phthalazin-1(2H)-one C(C)(C)C1=NNC(C2=CC=C(C=C12)C(F)(F)F)=O